COCOC=1C=C(C2=CC=CC=C2C1)C(=O)N1CC=2N=C(N=C(C2C1)N1C[C@@H](NCC1)CC#N)OC[C@H]1N(CCC1)C 2-((S)-4-(6-(3-(methoxymethoxy)-1-naphthoyl)-2-(((S)-1-methylpyrrolidin-2-yl)methoxy)-6,7-dihydro-5H-pyrrolo[3,4-d]pyrimidin-4-yl)piperazin-2-yl)acetonitrile